C(C1=CC=CC=C1)N1CCC(CC1)N1C2=C(N(C=C1)C)C=CC(=N2)C 4-(1-Benzylpiperidin-4-yl)-1,6-dimethyl-1,4-dihydropyrido[2,3-b]Pyrazine